ethyl 2-(4-(2-ethyl-6-(1-methyl-5-((((4-nitrophenoxy)carbonyl)oxy)methyl)-1H-1,2,3-triazol-4-yl)pyridin-3-yl)morpholin-2-yl)acetate C(C)C1=NC(=CC=C1N1CC(OCC1)CC(=O)OCC)C=1N=NN(C1COC(=O)OC1=CC=C(C=C1)[N+](=O)[O-])C